(S)-trifluoroisopropyl-amine hydrochloride Cl.FC([C@@](C)(N)F)F